1-(2-Hydroxy-3-phenoxypropyl)-2-ethyl-4-methylimidazol OC(CN1C(=NC(=C1)C)CC)COC1=CC=CC=C1